NC1=C(C(=O)O)C=CN=C1OC 3-amino-2-methoxyisonicotinic acid